7H-PYRROLO[2,3-D]PYRIMIDIN-4-AMIN N1=CN=C(C2=C1NC=C2)N